FC=1C=C(C=CC1OC1=NC=CC(=N1)C(F)(F)F)C1=CN(C=2N=CN=C(C21)N)C 5-(3-fluoro-4-((4-(trifluoromethyl)pyrimidin-2-yl)oxy)phenyl)-7-methyl-7H-pyrrolo[2,3-d]pyrimidin-4-amine